C(CCCCCCC)OC(CCC)OCCCCCCCC 4,4-bis(octyloxy)butaN